C1=CC=CC=2C3=CC=CC=C3C(C12)COC(=O)N(CC(NCCOCCOCCOCCC(OC)=O)=O)CC(NCCOCCOCCOCCC(=O)O)=O 18-(((9H-fluoren-9-yl)methoxy)carbonyl)-3,16,20-trioxo-2,6,9,12,24,27,30-heptaoxa-15,18,21-triazatritriacontan-33-oic acid